gold-platinum-vanadium [V].[Pt].[Au]